(2,5-dimethoxyphenyl)pyridin COC1=C(C=C(C=C1)OC)C1=NC=CC=C1